N-methyl-ethylpiperidinium C[N+]1(CCCCC1)CC